C(C)N1C2=CC=C(C=C2C=2C=CN=C(C12)C)NC(=S)NC1=CC=C(C=C1)F 1-(9-ethyl-1-methyl-β-carbolin-6-yl)-3-(4-fluorophenyl)thiourea